CNC(C1=CN=CC(=C1)C=1C=CC=C2C=NC(=NC12)NC=1C=CC2=C(CC[C@H](CC2)N2CCCC2)C1)=O (S)-N-methyl-5-(2-((7-(pyrrolidin-1-yl)-6,7,8,9-tetrahydro-5H-benzo[7]annulen-2-yl)amino)quinazolin-8-yl)nicotinamide